1-(7-amino-1,2,4,5-tetrahydro-3H-benzo[d]azepin-3-yl)ethan-1-one NC1=CC2=C(CCN(CC2)C(C)=O)C=C1